methyl 1-(2-(1,3-dioxoisoquinolin-2-yl) cyclopentyl)-1H-pyrrole-3-carboxylate O=C1N(C(CC2=CC=CC=C12)=O)C1C(CCC1)N1C=C(C=C1)C(=O)OC